diPotassium vinyltrifluoroborate C(=C)[B-](F)(F)F.[K+].[K+].C(=C)[B-](F)(F)F